magnesium oxide aluminum hydroxide [OH-].[Al+3].[O-2].[Mg+2]